4-(2-(2-chloro-5-cyanophenyl)-5,7-difluoro-4-oxo-1,4-dihydroquinolin-6-yl)benzoic acid ClC1=C(C=C(C=C1)C#N)C=1NC2=CC(=C(C(=C2C(C1)=O)F)C1=CC=C(C(=O)O)C=C1)F